C(C)N1CCN(CCC1)[C@H](CCC)C1=NC2=CC=C(C=C2C(N1C(C)C)=O)F (R)-2-(1-(4-ethyl-1,4-diazepan-1-yl)butyl)-6-fluoro-3-isopropylquinazolin-4(3H)-one